C(C)N(C1=CC=C2C=C(C(OC2=C1)=O)C=O)CC 7-(Diethylamino)coumarin-3-carbaldehyde